1-(6Z,9Z,12Z,15Z-octadecatetraenoyl)-2-octadecanoyl-glycero-3-phospho-(1'-sn-glycerol) CCCCCCCCCCCCCCCCCC(=O)O[C@H](COC(=O)CCCC/C=C\C/C=C\C/C=C\C/C=C\CC)COP(=O)(O)OC[C@H](CO)O